1,6-dihydro-1-beta-D-ribofuranosyl-3-pyridinecarboxamide [C@@H]1([C@H](O)[C@H](O)[C@H](O1)CO)N1C=C(C=CC1)C(=O)N